N(=[N+]=[N-])CC1=C(C=CC=C1Cl)N1N=NN=C1 1-(2-azidomethyl-3-chlorophenyl)-1H-tetrazole